C(C)(=O)C1=C(C=C(C=C1)Cl)C=1C(=NN(C(C1)=O)C(C(=O)NC1=CC=C(C(=O)OC(C)(C)C)C=C1)CC1=CC=C(C=C1)Br)OC tert-butyl 4-(2-(4-(2-acetyl-5-chlorophenyl)-3-methoxy-6-oxopyridazin-1(6H)-yl)-3-(4-bromophenyl)propanamido)benzoate